ClC=1C(=C(C=CC1)NC=1C2=C(N=CN1)C=CC(=N2)N2[C@@H]1CN([C@H](C2)C1)C(=O)OC(C)(C)C)F (1S,4S)-tert-Butyl 5-(4-((3-chloro-2-fluorophenyl)amino)pyrido[3,2-d]pyrimidin-6-yl)-2,5-diazabicyclo[2.2.1]heptane-2-carboxylate